tert-butyl 4-(4-((2-amino-10-oxo-10H-chromeno[3,2-b]pyridin-3-yl)oxy)phenyl)piperazine-1-carboxylate NC1=C(C=C2C(=N1)C(C=1C=CC=CC1O2)=O)OC2=CC=C(C=C2)N2CCN(CC2)C(=O)OC(C)(C)C